ClC=1C=C2CCC[C@]3(COC4=CC=C5[C@](C4C(N(CC/C=C/CCCN(C3)C=C5)C)=O)(C(=O)OC)O)C2=CC1 METHYL (1S,5'E,12'R)-6-CHLORO-12'-HYDROXY-9'-METHYL-10'-OXO-3,4-DIHYDRO-2H-SPIRO[NAPHTHALENE-1,19'-[17]OXA[1,9]DIAZATRICYCLO[11.7.2.016,11]DOCOSA[5,13,15,21]TETRAENE]-12'-CARBOXYLATE